FC1=NC=CC=C1C=1C=C2C(=NN(C2=CC1)C1OCCCC1)C(=O)NC1=CC=NC=C1 5-(2-fluoropyridin-3-yl)-N-(pyridin-4-yl)-1-(tetrahydro-2H-pyran-2-yl)-1H-indazole-3-carboxamide